7-((2S,5R)-4-(1-(benzo[d]thiazol-5-yl)ethyl)-2,5-diethylpiperazin-1-yl)-2-(but-2-yn-1-yl)-4-methyl-2,4-dihydro-5H-pyrazolo[4,3-b]pyridin-5-one S1C=NC2=C1C=CC(=C2)C(C)N2C[C@@H](N(C[C@H]2CC)C=2C=1C(N(C(C2)=O)C)=CN(N1)CC#CC)CC